4'-(BENZYLOXY)-3'-FORMYL[1,1-BIPHENYL]-4-CARBOXYLIC ACID C(C1=CC=CC=C1)OC1=C(C=C(C=C1)C1=CC=C(C=C1)C(=O)O)C=O